C1NCCC2=CC=CC(=C12)N1CCOCC1 1,2,3,4-tetrahydroisoquinolin-8-yl-morpholine